4-(2,2-dimethylpropanoyl)-6-fluoro-3,5-dihydro-2H-1,4-benzoxazepine-8-carboxamide CC(C(=O)N1CCOC2=C(C1)C(=CC(=C2)C(=O)N)F)(C)C